cyclobutan-1,3-diamine C1(CC(C1)N)N